N(=C=S)CC(CN(C)C)(C)C 3-isothiocyanato-N,N,2,2-tetramethylpropan-1-amine